(3S,5R)-2-(t-butoxycarbonyl)-6-oxo-2,7-diazaspiro[4.5]decane-3-carboxylic acid C(C)(C)(C)OC(=O)N1C[C@@]2(C[C@H]1C(=O)O)C(NCCC2)=O